Oxygen Palladium Acetate C(C)(=O)[O-].[Pd+2].[O+2].C(C)(=O)[O-].C(C)(=O)[O-].C(C)(=O)[O-]